4-hydroxy-2,6-xylenecarbaldehyde OC=1C=C(C(=C(C1)C)C=O)C